C(C)(=O)NP(OC)(SC)=O O,S-Dimethyl Acetylphosphoramidothioate